ClC1=C(C=CC=C1)[C@H]1CC[C@@H](N1C(=O)C1=CC=C(C=C1)C1=C(C=CC=C1)OC)C(=O)O (2R,5R)-5-(2-chlorophenyl)-1-(2'-methoxy-[1,1'-biphenyl]-4-carbonyl)pyrrolidine-2-carboxylic acid